F[C@H](CN1C(C2=CC(=C(C=C2C1)NC(=O)C=1C=NN2C1N=CC=C2)N2CCC(CC2)[C@@H](C(F)(F)F)O)=O)C(C)(C)O N-(2-((R)-2-fluoro-3-hydroxy-3-methylbutyl)-1-oxo-6-(4-((S)-2,2,2-trifluoro-1-hydroxyethyl)piperidin-1-yl)isoindolin-5-yl)pyrazolo[1,5-a]pyrimidine-3-carboxamide